FC1=C(OCCOCCNC(OC(C)(C)C)=O)C=C(C=C1)CC(=O)NC=1SC(=C(N1)C=1C=C2CCN(C2=CC1)C(=O)C1=CN=CN1C)C tert-butyl (2-(2-(2-fluoro-5-(2-((5-methyl-4-(1-(1-methyl-1H-imidazole-5-carbonyl)indolin-5-yl)thiazol-2-yl)amino)-2-oxoethyl)phenoxy)ethoxy)ethyl)carbamate